bis-[(3-triethoxysilylpropyl) propyl] disulfide C(C)O[Si](CCCCCCSSCCCCCC[Si](OCC)(OCC)OCC)(OCC)OCC